ClC=1C=NC(=NC1)N1CCC(CC1)CCCOC1=CC(=C(C=C1)CC(=O)N1CCOC2(CCN(C2)C[C@@H]([C@H]([C@@H]([C@@H](CO)O)O)O)O)C1)F 2-(4-(3-(1-(5-chloropyrimidin-2-yl)piperidin-4-yl)propoxy)-2-fluorophenyl)-1-(2-((2S,3R,4R,5R)-2,3,4,5,6-pentahydroxyhexyl)-6-oxa-2,9-diazaspiro[4.5]decan-9-yl)ethan-1-one